P(O)(=O)(OP(=O)(O)OP(=O)(O)O)OC[C@@H]1[C@H]([C@H]([C@@H](O1)C1=CN(C(=O)NC1=O)C(C)=O)O)O 1-acetyl-pseudouridine triphosphate